1,1,3,3-tetraisopropyl-1-chlorodisiloxane C(C)(C)[Si](O[SiH](C(C)C)C(C)C)(Cl)C(C)C